C(CCCCCCCCCCCCCCCCCCC(=O)N)(=O)N eicosanediamide